N-{[(3R,4S) or (3S,4R)-4-methyl-2-[6-methyl-3-(2H-1,2,3-triazol-2-yl)pyridine-2-carbonyl]-2-azabicyclo[3.1.1]heptan-3-yl]methyl}-5-(trifluoromethyl)pyridin-2-amine C[C@@H]1[C@@H](N(C2CC1C2)C(=O)C2=NC(=CC=C2N2N=CC=N2)C)CNC2=NC=C(C=C2)C(F)(F)F |o1:1,2|